5,6-difluoroindol FC=1C=C2C=CNC2=CC1F